C(CCC)N(CCC[Li])CCCC (3-(dibutylamino)-propyl)lithium